COC1=C(C=C(C(=C1)F)NC(=O)OC(C)(C)C)O 2-methoxy-4-fluoro-5-(tert-butoxycarbonyl)aminophenol